CC(=C1CCC2C(=C1)CCC3C2(CCCC3(C)C)C)C abieta-8(14),13(15)-diene